N-(5-(3-(4,4-dioxido-1,4-oxathian-3-yl)-2-methylazetidin-1-yl)-2-((2-((3S,4R)-3-fluoro-4-methoxypiperidin-1-yl)pyridin-4-yl)amino)-8-isopropylquinazolin-7-yl)acrylamide O=S1(C(COCC1)C1C(N(C1)C1=C2C=NC(=NC2=C(C(=C1)NC(C=C)=O)C(C)C)NC1=CC(=NC=C1)N1C[C@@H]([C@@H](CC1)OC)F)C)=O